[2-(5-azaspiro[2.5]oct-5-yl)-4-nitrophenyl]-(1,1-dioxo-1,4-thiazinan-4-yl)methanone C1CC12CN(CCC2)C2=C(C=CC(=C2)[N+](=O)[O-])C(=O)N2CCS(CC2)(=O)=O